1'-(6-((2-amino-3-chloropyridin-4-yl)thio)pyrido[2,3-b]pyrazin-2-yl)-5,7-dihydrospiro[cyclopenta[b]pyridine-6,4'-piperidine]-7-amine NC1=NC=CC(=C1Cl)SC=1C=CC=2C(=NC=C(N2)N2CCC3(CC2)CC=2C(=NC=CC2)C3N)N1